COC=1C=CC=C2C(CCN(C12)C(=O)OC(C)(C)C)=O tert-butyl 8-methoxy-4-oxo-2,3-dihydroquinoline-1-carboxylate